di-sodium 2-ethylhexyl sulfosuccinate S(=O)(=O)(O)C(C(=O)OCC(CCCC)CC)CC(=O)[O-].[Na+].[Na+].C(C)C(COC(C(CC(=O)[O-])S(=O)(=O)O)=O)CCCC